(2,4-bis(benzyloxy)phenyl)methanamine C(C1=CC=CC=C1)OC1=C(C=CC(=C1)OCC1=CC=CC=C1)CN